L-citrulline TFA salt OC(=O)C(F)(F)F.N[C@@H](CCCNC(=O)N)C(=O)O